2-(2,5-difluorophenyl)pyrrolidine (R)-2-hydroxysuccinate O[C@@H](C(=O)O)CC(=O)O.FC1=C(C=C(C=C1)F)C1NCCC1